OC1N(C2=C(C(N3[C@H]1CC(=C3)C3=CC=C(C=C3)OC)=O)C=C(C(=C2)O[Si](C(C)C)(C(C)C)C(C)C)OC)C(=O)OCC=C Prop-2-en-1-yl (11aS)-11-hydroxy-7-methoxy-2-(4-methoxyphenyl)-5-oxo-8-{[tri(propan-2-yl)silyl]oxy}-11,11a-dihydro-1H-pyrrolo[2,1-c][1,4]benzodiazepin-10(5H)-carboxylate